3-(2-(4-fluorophenyl)-1H-indol-3-yl)-N-((3S,4R)-4-hydroxy-2-oxopyrrolidin-3-yl)acrylamide FC1=CC=C(C=C1)C=1NC2=CC=CC=C2C1C=CC(=O)N[C@@H]1C(NC[C@H]1O)=O